C1(=CC=CC=C1)C1(CC1)CNC(C(=O)NC1=CNC2=C1C=NC=C2)=O N1-((1-phenylcyclopropyl)-methyl)-N2-(1H-pyrrolo[3,2-c]pyridin-3-yl)oxalamide